ClC=1C=C(OC2=C(C=C(C=C2)NC(C(C)C2=C(C=CC=C2)Cl)=O)S(N)(=O)=O)C=CC1 N-[4-(3-chlorophenoxy)-3-sulfamoylphenyl]-2-(2-chlorophenyl)propanamide